5-[1-(2,6-dichloropyridin-4-yl)-3-methylcyclobutyl]-4-methyl-1,2,4-triazole-3-thiol ClC1=NC(=CC(=C1)C1(CC(C1)C)C=1N(C(=NN1)S)C)Cl